[Si](C)(C)(C(C)(C)C)OCC12CCC(CC1)(N2C(=O)OC(C)(C)C)C#CC=2C=NC=CC2 tert-butyl 1-(((tert-butyldimethylsilyl)oxy)methyl)-4-(pyridin-3-ylethynyl)-7-azabicyclo[2.2.1]heptane-7-carboxylate